3-(4-hydroxyphenyl)-propane OC1=CC=C(C=C1)CCC